COC1=CC=C(C=N1)C1CN(C1)[C@@H]1[C@@H](CCCC1)OC=1C=C2CN(C(C2=CC1)=O)C1C(NC(CC1)=O)=O 3-(5-(((1R,2S)-2-(3-(6-methoxypyridin-3-yl)azetidin-1-yl)cyclohexyl)oxy)-1-oxoisoindolin-2-yl)piperidine-2,6-dione